n-epsilon-trimethyllysine C[N+](C)(C)CCCC[C@@H](C(=O)O)N